2-methyl-2-(methylsulfonyl)butanoic acid CC(C(=O)O)(CC)S(=O)(=O)C